methyl (2S,4R)-4-fluoropyrrolidine-1,2-dicarboxylate F[C@@H]1C[C@H](N(C1)C(=O)OC)C(=O)[O-]